methyl-1-(oxetan-2-ylmethyl)-1H-benzo[d]imidazole-6-carboxylic acid CC1=NC2=C(N1CC1OCC1)C=C(C=C2)C(=O)O